BrC1=CC=C2CN(C(C2=C1Cl)=O)C1C(NC(CC1)=O)=O 3-(6-bromo-7-chloro-1-oxoisoindolin-2-yl)piperidine-2,6-dione